C(N)(=O)C=1C=C(CN2C[C@@H](N(CC2)C(=O)OC=2C=NC=C(C2)C(N)=O)C)C=CC1Cl 5-Carbamoylpyridin-3-yl (S)-4-(3-carbamoyl-4-chlorobenzyl)-2-methylpiperazine-1-carboxylate